(1R,3r,5S)-9-methyl-9-azabicyclo[3.3.1]nonan CN1C2CCCC1CCC2